ClC=1C=C(C=CC1Cl)S(=O)(=O)C(C(=O)O)C(C)C 2-(3,4-dichlorophenylsulfonyl)-3-methylbutanoic acid